C1(CCCC1)OC=1C=C(C=CC1OCCCCCCCN1CCC(CC1)C1=C2CN(C(C2=CC(=C1)F)=O)C1C(NC(CC1)=O)=O)N1C(C2=C(C1=O)C=CS2)=O 5-(3-(cyclopentyloxy)-4-((7-(4-(2-(2,6-dioxopiperidin-3-yl)-6-fluoro-1-oxoisoindolin-4-yl)piperidin-1-yl)heptyl)oxy)phenyl)-4H-thieno[2,3-c]pyrrole-4,6(5H)-dione